C1(CC1)C1(C=C(NN1CC1=CC(=CC=C1)OC)C(=O)NC)C(=O)N 5-cyclopropyl-1-(3-methoxybenzyl)-N3-methyl-1H-pyrazole-3,5-dicarboxamide